C(C)(=O)N1CCC(CC1)N1C(OC=2C1=NC=C(C2)C(=O)N)=O (1-Acetyl-4-piperidyl)-2-oxo-3H-oxazolo[4,5-b]pyridine-6-carboxamide